C(C)OC(=O)C1C(C2=CC=CC(=C2C1=O)[N+](=O)[O-])=O 4-Nitro-1,3-dioxo-2,3-dihydro-1H-indene-2-carboxylic acid ethyl ester